FC(C(=O)O)(F)F.COC(C[C@H]1C=2N(C3=C(C(=N1)C1=CC=C(NC4=CC=C(OCC(=O)O)C=C4)C=C1)C(=C(S3)C)C)C(=NN2)C)=O (4-{4-[(6S)-6-(2-methoxy-2-oxoethyl)-2,3,9-trimethyl-6H-thieno[3,2-f][1,2,4]triazolo[4,3-a][1,4]diazepin-4-yl]anilino}phenoxy)acetic acid trifluoroacetate